FC1=C(C=CC=C1)NC(CS)=O N-(2-fluorophenyl)-2-mercaptoacetamide